N-(3-(4-methylpiperazin-1-yl)phenyl)-3-(pyrazolo[1,5-a]pyridin-5-yl)-1H-pyrrolo[2,3-b]pyridin-6-amine CN1CCN(CC1)C=1C=C(C=CC1)NC1=CC=C2C(=N1)NC=C2C2=CC=1N(C=C2)N=CC1